NC=1N=C(N=C(N1)N)C(C)(C)C1=NC(=NC(=N1)N)N bis(3,5-diamino-2,4,6-triazinyl)propane